2-((2R,3S,4S)-5-chloro-6-fluoro-2-(6-hydroxypyridin-2-yl)-3-methyl-2-((methylamino)-methyl)-2,3-dihydrobenzofuran-4-yl)-3-fluoro-4-methoxybenzamide ClC=1C(=CC2=C([C@@H]([C@@](O2)(CNC)C2=NC(=CC=C2)O)C)C1C1=C(C(=O)N)C=CC(=C1F)OC)F